ethyl 2,2,3,3-tetramethyl-butyrate CC(C(=O)OCC)(C(C)(C)C)C